C(N1N=C(C=C1C(=O)OC)[N+](=O)[O-])([2H])([2H])[2H] methyl 1-(methyl-d3)-3-nitro-1H-pyrazole-5-carboxylate